2,4-difluorophenyl 1-(4-fluorophenyl)-5-(methylsulfonyl)-1H-pyrazole-3-carboxylate FC1=CC=C(C=C1)N1N=C(C=C1S(=O)(=O)C)C(=O)OC1=C(C=C(C=C1)F)F